CC1=NC=NC2=C(C=C(C=C12)C=1C(=NC(=NC1C)N)C=1OC=CC1)C 5-(4,8-Dimethylquinazolin-6-yl)-4-(furan-2-yl)-6-methylpyrimidin-2-amine